C(C)N(CC(=O)NC)C1=C(C=C(C=C1)C=O)F 2-[ETHYL(2-FLUORO-4-FORMYLPHENYL)AMINO]-N-METHYLACETAMIDE